(1H-benzotriazol-1-yloxy)-tripyrrolidinylphosphonium N1(N=NC2=C1C=CC=C2)O[P+](N2CCCC2)(N2CCCC2)N2CCCC2